5-amino-6-(pyridin-4-yl)-3H-spiro[benzofuran-2,4'-piperidine]-1'-carboxylic acid tert-butyl ester C(C)(C)(C)OC(=O)N1CCC2(CC1)OC1=C(C2)C=C(C(=C1)C1=CC=NC=C1)N